N-(2-(4-azaspiro[2.4]heptan-4-yl)ethyl)-6-methyl-5-((1-methyl-6-(pyrimidin-5-ylamino)-1H-pyrazolo[3,4-d]pyrimidin-3-yl)amino)nicotinamide C1CC12N(CCC2)CCNC(C2=CN=C(C(=C2)NC2=NN(C1=NC(=NC=C12)NC=1C=NC=NC1)C)C)=O